2-[(diphenylmethylidene)amino]-3-[7-fluoro-2-(3-methyl-2-oxo-1,3-benzoxazol-5-yl)-1-benzothiophen-6-yl]propanenitrile C1(=CC=CC=C1)C(C1=CC=CC=C1)=NC(C#N)CC1=C(C2=C(C=C(S2)C=2C=CC3=C(N(C(O3)=O)C)C2)C=C1)F